FC1=CC=C(C=C1)N1N=C(C(=C1)[C@@H]1O[C@@H](C(N1CC1=CC=C(C=C1)OC)=O)C)C1=CC=C(C=C1)F (2S,5R)-2-(1,3-bis(4-fluorophenyl)-1H-pyrazol-4-yl)-3-(4-methoxybenzyl)-5-methyloxazolidin-4-one